CSSCCC1=C(C(=O)O)C=CC=C1 2-(1-methyldithio)ethyl-benzoic acid